Cl.ClC1=C(C2=C(SC3=C2N=CN=C3NCC3=CC(=C(C=C3)OC)OC)N=C1C)C 8-chloro-N-[(3,4-dimethoxyphenyl)methyl]-7,9-dimethyl-pyrido[3',2':4,5]thieno[3,2-d]pyrimidin-4-amine hydrochloride